C1(CC1)OC[C@@H](N1C(N[C@@H](C1)C(F)(F)F)=O)C1=CC=2N(N=C1)C=C(N2)[C@H](C2CCC(CC2)(F)F)NC(OC(C)(C)C)=O tert-butyl ((S)-(7-((S)-2-cyclopropoxy-1-((S)-2-oxo-4-(trifluoromethyl)imidazolidin-1-yl)ethyl)imidazo[1,2-b]pyridazin-2-yl)(4,4-difluorocyclohexyl)methyl)carbamate